COC1=CC=C(C=N1)C(N1CCN(CC1)C(=O)N1N=NC2=C1C=CC(=C2)C#N)C=2C=NC(=CC2)OC 1-(4-(bis(6-methoxypyridin-3-yl)methyl)piperazine-1-carbonyl)-1H-benzo[d][1,2,3]triazole-5-carbonitrile